N-[5-[2-methyl-5-[[(1S,5R)-9-methyl-3-oxa-9-azabicyclo[3.3.1]nonan-7-yl]oxy]-4-pyridyl]pyrazolo[1,5-c]pyrimidin-2-yl]cyclopropanecarboxamide CC1=NC=C(C(=C1)C1=CC=2N(C=N1)N=C(C2)NC(=O)C2CC2)OC2C[C@@H]1COC[C@H](C2)N1C